C(CC)C=1C(=C(C=CC1)OC(NC1=CC=CC=C1)=S)CCC N-phenylthiocarbamic acid (dipropylphenyl) ester